CN(C(=O)C1=CC(=C(C(=O)O)C=C1)[N+](=O)[O-])C 4-(dimethylaminocarbonyl)-2-nitrobenzoic acid